N-(4-cyanobenzyl)-6-((1-(cyclopropylsulfonyl)cyclopropyl)methyl)-7-oxo-1-(2-((triisopropylsilyl)oxy)ethyl)-4,5,6,7-tetrahydro-1H-pyrazolo[3,4-c]pyridine-3-carboxamide C(#N)C1=CC=C(CNC(=O)C2=NN(C=3C(N(CCC32)CC3(CC3)S(=O)(=O)C3CC3)=O)CCO[Si](C(C)C)(C(C)C)C(C)C)C=C1